CC1([C@H]2CN([C@@H]([C@@H]12)C(=O)OC)C(CC1=CC(=NO1)C(F)(F)F)=O)C Methyl (1R,2S,5S)-6,6-dimethyl-3-(2-(3-(trifluoromethyl)isoxazol-5-yl)acetyl)-3-azabicyclo[3.1.0]hexane-2-carboxylate